FC(C(=O)N[C@H]1COC2=CC=C(C=C2C1)B1OC(C(O1)(C)C)(C)C)(F)F (R)-2,2,2-trifluoro-N-(6-(4,4,5,5-tetramethyl-1,3,2-dioxaborolan-2-yl)chroman-3-yl)acetamide